COC(=O)C=1C(=CC2=C(N=CO2)C1)OC(F)F 6-(difluoromethoxy)benzo[d]oxazole-5-carboxylic acid methyl ester